FC=1C=CC=C2[C@@H](N(C(=NC12)N1CCN(CC1)C1=CC(=CC=C1)OC)C1=C(C=CC(=C1)C(F)(F)F)OC)CC(=O)[O-].[Na+] Sodium (S)-{8-fluoro-2-[4-(3-methoxyphenyl)piperazin-1-yl]-3-[2-methoxy-5-(trifluoromethyl)phenyl]-3,4-dihydroquinazoline-4-yl}acetate